C(C(C)(C)C)NC1=NC(=NC(=N1)NC1=CC(=NC=C1)C(F)(F)F)C1=NC=CC(=N1)C(F)(F)F N2-neopentyl-N4-(2-(trifluoromethyl)pyridin-4-yl)-6-(4-(trifluoromethyl)pyrimidin-2-yl)-1,3,5-triazine-2,4-diamine